N-(3,4-dichloro-1H-indol-7-yl)-3-(piperazin-1-ylsulfonyl)benzenesulfonamide ClC1=CNC2=C(C=CC(=C12)Cl)NS(=O)(=O)C1=CC(=CC=C1)S(=O)(=O)N1CCNCC1